5-methyl-N-[(1-phenylcyclobutyl)methyl]-[1,2,4]triazolo[1,5-a]pyrimidin-7-amine CC1=NC=2N(C(=C1)NCC1(CCC1)C1=CC=CC=C1)N=CN2